C[Si](=[Hf](C1C=CC2=CC=CC=C12)C1C=CC2=CC=CC=C12)C rac-dimethylsilylenebis(indenyl)hafnium